(+)-menthoxyacetic acid C[C@H]1CC[C@@H]([C@H](C1)OCC(=O)O)C(C)C